BrC=1C=C(C(=NC1)N)C=1OC(=NN1)C1=CC=C(C=C1)C(C)(C)C 5-bromo-3-(5-(4-(tert-butyl)phenyl)-1,3,4-oxadiazol-2-yl)pyridin-2-amine